C(C)(=O)N[C@@H](CCCN)C(=O)O Acetyl-Ornithine